2-(4-(2-(2,6-Dioxopiperidin-3-yl)-1-oxoisoindolin-4-yl)-1H-pyrazol-1-yl)acetonitrile O=C1NC(CCC1N1C(C2=CC=CC(=C2C1)C=1C=NN(C1)CC#N)=O)=O